N1(CCC1)C=1C=C(C=CC1F)[C@H]1[C@@H](C1)C=1C=NC(=NC1)C1=NC=CC=N1 trans-5-(2-(3-(azetidin-1-yl)-4-fluorophenyl)cyclopropyl)-2,2'-bipyrimidine